2,3-dihydro-1H-indole-2-carboxamide N1C(CC2=CC=CC=C12)C(=O)N